N(=[N+]=[N-])CCOCCOCCOC1=CC=C(C2=CC=CC=C12)C1=CC=C(C=C1)[C@@H](CC(=O)O)NC(CNC(CCCNC1=NC=CC(=C1)C)=O)=O (R)-3-(4-(4-(2-(2-(2-azidoethoxy)ethoxy)ethoxy)naphthalen-1-yl)phenyl)-3-(2-(4-((4-methylpyridin-2-yl)amino)butanamido)acetamido)propanoic acid